COC([C@H](C[C@H]1C(NCC1)=O)NC(=O)[C@@H]1[C@H]2C([C@H]2CN1C([C@H](C)C1=CC=CC=C1)=O)(C)C)=O.C(C1=CC=CC=C1)N1C=[NH+]C=C1 N-benzyl-imidazolium (S)-methyl-2-((1R,2S,5S)-6,6-dimethyl-3-((R)-2-phenylpropanoyl)-3-azabicyclo[3.1.0]hexane-2-carboxamido)-3-((S)-2-oxopyrrolidin-3-yl)propanoate